N-(4-methoxyphenyl)-2-[2-methyl-6-(quinolin-3-yl)nicotinoyl]hydrazine-1-carboxamide ethyl-3-fluoroimidazo[1,2-a]pyrimidine-2-carboxylate C(C)OC(=O)C=1N=C2N(C=CC=N2)C1F.COC1=CC=C(C=C1)NC(=O)NNC(C1=C(N=C(C=C1)C=1C=NC2=CC=CC=C2C1)C)=O